3-(2-Isopropylphenyl)-2-[[4-[1-methyl-5-[4-(trifluoromethoxy)anilino]-1,2,4-triazol-3-yl]phenyl]methylenehydrazono]thiazolidin-4-on C(C)(C)C1=C(C=CC=C1)N1C(SCC1=O)=NN=CC1=CC=C(C=C1)C1=NN(C(=N1)NC1=CC=C(C=C1)OC(F)(F)F)C